O=C1N2C(CCC2CC=C1)C(=O)N 5-oxo-1,2,3,5,8,8a-hexahydroindolizine-3-carboxamide